C(C)(C)C1C(NC2=C(CN1C(=O)N)C=CC=C2)=O 3-isopropyl-2-oxo-1,2,3,5-tetrahydro-4H-benzo[1,4]diazepine-4-carboxamide